C(C)(C)(C)OC(=O)N1CC2(C1)CN(C2)C2=NC=C(C=C2)C=2C=CC1=CN(N=C1C2F)C(C(=O)OCC)C2=C1N(C=N2)CCC1 6-[5-[2-[1-(6,7-dihydro-5H-pyrrolo[1,2-c]imidazol-1-yl)-2-ethoxy-2-oxo-ethyl]-7-fluoro-indazol-6-yl]-2-pyridinyl]-2,6-diazaspiro[3.3]heptane-2-carboxylic acid tert-butyl ester